2-(4-((4-(cyclobutyl((4-(trifluoromethyl)cyclohexyl)methyl)amino)-7H-pyrrolo[2,3-d]pyrimidin-7-yl)methyl)-3-hydroxypiperidin-1-yl)acetamide C1(CCC1)N(C=1C2=C(N=CN1)N(C=C2)CC2C(CN(CC2)CC(=O)N)O)CC2CCC(CC2)C(F)(F)F